ethyl 2-(6-(3-(fluoromethyl)phenyl)-1H-pyrazolo[4,3-b]pyridin-1-yl)acetate FCC=1C=C(C=CC1)C=1C=C2C(=NC1)C=NN2CC(=O)OCC